CN(S(=O)(=O)C(C(C(C(C(C(C(C(F)(F)F)(F)F)(F)F)(F)F)(F)F)(F)F)(F)F)(F)F)CC(=O)O 2-(N-methyl-perfluorooctanesulfonamido)acetic acid